C(C)(C)(C)N1C(=NC2=C1C=CC=C2)C=2C(=C(C(=C(C2)OC)O)O)F 4-(1-(tert-butyl)-1H-benzo[d]imidazol-2-yl)-3-fluoro-6-methoxybenzene-1,2-diol